5-(5-chloro-2-(2-fluoroacetyl)phenyl)-6-methoxypyridazin-3(2H)-one ClC=1C=CC(=C(C1)C1=CC(NN=C1OC)=O)C(CF)=O